NC=1C(=NC(=CN1)Cl)O[C@@H](C)C=1C=C(C=CC1)NC(C1=CC(=CC=C1)C)=O (S)-N-(3-(1-((3-amino-6-chloro-pyrazin-2-yl)oxy)ethyl)phenyl)-3-methylbenzamide